NC1=NC=CC=C1CNCCOC1=C2C(NC(=NC2=CC(=C1Cl)Br)Cl)=O 5-(2-(((2-aminopyridin-3-yl)methyl)amino)ethoxy)-7-bromo-2,6-dichloroquinazolin-4(3H)-one